[1,2,4]triazolo[4,3-a]pyridine-8-carbonitrile N=1N=CN2C1C(=CC=C2)C#N